C(C)(C)(C)C1=CC(=NC=C1)C1=CC(=CC2=C1OC1=C2C=CC=C1)OC1=CC=2NC3=CC=CC=C3C2C=C1 2-((4-(4-(tert-butyl)pyridin-2-yl)dibenzo[b,d]furan-2-yl)-oxy)-9H-carbazole